(R)-2-(9-(4-fluorophenyl)-6-oxaspiro[4.5]decan-9-yl)-N-(2-(pyridin-4-yl)benzyl)ethylamine hemifumarate C(\C=C\C(=O)O)(=O)O.FC1=CC=C(C=C1)[C@@]1(CCOC2(CCCC2)C1)CCNCC1=C(C=CC=C1)C1=CC=NC=C1.FC1=CC=C(C=C1)[C@@]1(CCOC2(CCCC2)C1)CCNCC1=C(C=CC=C1)C1=CC=NC=C1